S(=O)(=O)(O)C1(O)[C@H](O)[C@@H](O)[C@H](O)[C@H](O1)CO sulfoglucopyranose